3-(3-((6-(cyclopropylcarbamoyl)-3-(ethoxycarbamoyl)pyridazin-4-yl)amino)-2-methoxyphenyl)-1H-1,2,4-Triazole-1-acetic acid tert-butyl ester C(C)(C)(C)OC(CN1N=C(N=C1)C1=C(C(=CC=C1)NC1=C(N=NC(=C1)C(NC1CC1)=O)C(NOCC)=O)OC)=O